CC=1C(=C(C(=O)O)C=C(C1)CC1=NNC(C2=CC=C(C=C12)OC1CCC1)=O)F methyl-5-((7-cyclobutoxy-4-oxo-3,4-dihydrophthalazin-1-yl)methyl)-2-fluorobenzoic acid